4-(dimethylamino)-1H-pyrrolo[2,3-b]pyridine-5-carboxylic acid CN(C1=C2C(=NC=C1C(=O)O)NC=C2)C